(S)-5-chloro-2,3-dihydro-2-hydroxy-1-oxo-1H-indene-2-carboxylic methyl ester COC(=O)[C@]1(C(C2=CC=C(C=C2C1)Cl)=O)O